C(C)OC=1C=C(C=C(C1)OC)C1=CC(=NN1CC1=C(C=CC=C1)OCC)COC(C(=O)OC)(C)C Methyl 2-([5-(3-ethoxy-5-methoxyphenyl)-1-[(2-ethoxyphenyl)methyl]-1H-pyrazol-3-yl]methoxy)-2-methylpropanoate